C(C=1C(C(=O)O)=CC=CC1)(=O)NN(CC(N)=O)C(=O)O phthaloyl-aza-asparagine